FC1=C(C(=O)NC=2C=NC(=CC2)OC2=CC=C(C=C2)NC)C=CC(=C1)C(F)(F)F 2-Fluoro-N-{6-[4-(methylamino)phenoxy]pyridin-3-yl}-4-(trifluoromethyl)benzamide